Cl.C(CCCCCCCCCCC)NCCNC(C)NCC(=O)O N-[1-[2-(dodecylamino)ethylamino]ethyl]Glycine hydrochloride